(R)-4-((6'-methyl-8'-oxo-7',8'-dihydro-6'H-spiro[cyclohexane-1,9'-pyrazino[1',2':1,5]pyrrolo[2,3-d]pyrimidin]-2'-yl)amino)benzenesulfonamide C[C@H]1NC(C2(N3C1=CC1=C3N=C(N=C1)NC1=CC=C(C=C1)S(=O)(=O)N)CCCCC2)=O